C(C)C=1C(C2=C(C=CC(=C2C(C1CC1=NC=C(C=C1)C(C(F)(F)F)(F)F)=O)F)F)=O 2-ethyl-5,8-difluoro-3-((5-(perfluoroethyl)pyridin-2-yl)methyl)naphthalene-1,4-dione